2-methyloxazol-5-carboxylic acid CC=1OC(=CN1)C(=O)O